(R)-ethyl 4-(2-chloro-4-fluorophenyl)-6-(bromomethyl)-2-(thiazol-2-yl)-1,4-dihydropyrimidine-5-carboxylate ClC1=C(C=CC(=C1)F)[C@@H]1N=C(NC(=C1C(=O)OCC)CBr)C=1SC=CN1